O=C1N([C@]2(CCN(C2)C(=O)OC(C)(C)C)C(NC1)=O)CC1=CC=C(C=C1)C(F)(F)F tert-butyl (S)-7,10-dioxo-6-(4-(trifluoromethyl) benzyl)-2,6,9-triazaspiro[4.5]decane-2-carboxylate